NC1=NC=CC=C1C1=NC=2C(=NC(=CC2)C2=C(C#N)C=CC=C2)N1C1=CC=C(C=C1)CN1CCN(CC1)C(C1=CC(=C(C=C1)O)C=O)=O 2-(2-(2-Aminopyridin-3-yl)-3-(4-((4-(3-formyl-4-hydroxybenzoyl)piperazin-1-yl)methyl)phenyl)-3H-imidazo[4,5-b]pyridin-5-yl)benzonitrile